(diphenyltriazinyl)[(dimethylfluorenyl)dibenzothiophenyl]benzene Tert.Butyl-perbenzoate C(C)(C)(C)OOC(C1=CC=CC=C1)=O.C1(=CC=CC=C1)C1=C(C(=NN=N1)C1=C(C=CC=C1)C1=C(C=CC=2SC3=C(C21)C=CC=C3)C3=C(C(=CC=2C1=CC=CC=C1CC32)C)C)C3=CC=CC=C3